Cl.[N+](=O)([O-])C=1C=CC(=NC1)SSCCN 2-((5-nitropyridin-2-yl)disulfanyl)ethylamine hydrochloride